ClC=1C=C(C(=O)NC2=NN(C(=C2)C2=NC3=C(N2)C=CC(=C3)N3CCOCC3)C)C=CC1OC 3-chloro-4-methoxy-N-[1-methyl-5-(5-morpholino-1H-benzimidazol-2-yl)pyrazol-3-yl]benzamide